tert-butyl (1-(2-(5,6-difluoro-1H-benzo[d]imidazol-2-yl)-9-fluoro-6H-isochromeno[3,4-b]pyridin-1-yl)piperidin-4-yl)carbamate FC1=CC2=C(NC(=N2)C=2C(=C3C(=NC2)OCC=2C=CC(=CC23)F)N2CCC(CC2)NC(OC(C)(C)C)=O)C=C1F